ClC1=NC=CC(=N1)C=1C(=NC2=CC=CC=C2C1)F 3-(2-Chloropyrimidin-4-yl)-2-fluoroquinoline